4-[(1S,3S)-3-cyano-2,2-dimethylcyclopropyl]benzenesulfonamide C(#N)[C@@H]1C([C@H]1C1=CC=C(C=C1)S(=O)(=O)N)(C)C